[Si](C)(C)(C(C)(C)C)OCCC1=C(C(=O)O)C=CC=C1 2-(((tert-butyldimethylsilyl)oxy)ethyl)benzoic acid